6-chloro-N-(4-fluoro-5-(4-(4-methylpiperazine-1-carbonyl)-1H-1,2,3-triazol-1-yl)-2-((3S,5R)-3,4,5-trimethylpiperazin-1-yl)phenyl)-4-(trifluoromethyl)nicotinamide ClC1=NC=C(C(=O)NC2=C(C=C(C(=C2)N2N=NC(=C2)C(=O)N2CCN(CC2)C)F)N2C[C@@H](N([C@@H](C2)C)C)C)C(=C1)C(F)(F)F